[O-]S(=O)(=O)C(F)(F)F.C(C)(C)(C)C1=CC=C(C=C1)[I+]C1=CC=CC=C1 (4-(tert-butyl)phenyl)(phenyl)iodonium triflate